C1(CCC1)C=1C=C2C(=CC1)C(N(CC21CC1)CC(=O)NC1=NC=C(C=N1)F)=O 2-(6-cyclobutyl-1-oxospiro[3H-isoquinoline-4,1'-cyclopropane]-2-yl)-N-(5-fluoropyrimidin-2-yl)acetamide